BrC=1C(N(C2=NC(=CC=C2C1NC)C(F)(F)F)C1=C(C=CC=C1)Cl)=O 3-bromo-1-(2-chlorophenyl)-4-(methylamino)-7-(trifluoromethyl)-1,8-naphthyridin-2(1H)-one